4-methoxy-4'-(trifluoromethoxy)-1,1'-biphenyl COC1=CC=C(C=C1)C1=CC=C(C=C1)OC(F)(F)F